Bis(2-ethylbutyl) 7,7'-((3-((2-(4-(2-((5-(bis(2-hydroxy-7-isopropoxy-7-oxoheptyl)amino)-pentanoyl)oxy)ethyl)piperazin-1-yl)ethyl)disulfaneyl)propyl)azanediyl)bis(6-hydroxyheptanoate) OC(CN(CCCCC(=O)OCCN1CCN(CC1)CCSSCCCN(CC(CCCCC(=O)OCC(CC)CC)O)CC(CCCCC(=O)OCC(CC)CC)O)CC(CCCCC(OC(C)C)=O)O)CCCCC(=O)OC(C)C